1-[[2-(4-chloro-2,6-dimethylphenyl)acetyl]amino]-4,4-dipropoxy-cyclohexanecarboxylic acid propyl ester C(CC)OC(=O)C1(CCC(CC1)(OCCC)OCCC)NC(CC1=C(C=C(C=C1C)Cl)C)=O